4-bromo-5-[4-(3-trifluoromethyl-benzyl)-piperazin-1-yl]-benzofuran-2-carboxylic acid BrC1=C(C=CC2=C1C=C(O2)C(=O)O)N2CCN(CC2)CC2=CC(=CC=C2)C(F)(F)F